4-(5-chloro-2-methoxyphenyl)-6-methyl-N-(6-(2-oxo-1,2-dihydropyridin-4-yl)thiazolo[4,5-b]pyrazin-2-yl)nicotinamide ClC=1C=CC(=C(C1)C1=CC(=NC=C1C(=O)NC=1SC=2C(=NC=C(N2)C2=CC(NC=C2)=O)N1)C)OC